2-bromo-4-methyl-7H-pyrazolo[1,5-c][1,3]thiazine 6,6-dioxide BrC1=NN2CS(C=C(C2=C1)C)(=O)=O